6-(3-{3-[({6-methyl-[1,2,4]triazolo[1,5-a]pyridin-5-yl}methyl)amino]propanoyl}-3,8-diazabicyclo[3.2.1]octan-8-yl)pyridine-3-carbonitrile CC=1C=CC=2N(C1CNCCC(=O)N1CC3CCC(C1)N3C3=CC=C(C=N3)C#N)N=CN2